5-methyl-3-(6-(piperidin-3-yl)pyridin-2-yl)pyrazolo[1,5-a]pyridine CC1=CC=2N(C=C1)N=CC2C2=NC(=CC=C2)C2CNCCC2